octadecyldiethylenetriamine diacetate C(C)(=O)O.C(C)(=O)O.C(CCCCCCCCCCCCCCCCC)NCCNCCN